(1R,2S)-2-[3-{[4-(1H-indazole-5-ylmethoxy)-2,6-dimethylbenzoyl]amino}-4-(trifluoromethyl)phenyl]CyclopropaneCarboxylic Acid N1N=CC2=CC(=CC=C12)COC1=CC(=C(C(=O)NC=2C=C(C=CC2C(F)(F)F)[C@@H]2[C@@H](C2)C(=O)O)C(=C1)C)C